tert-butyl (2'-(4,4-difluorocyclohexyl)-2,5-difluoro-[3,4'-bipyridin]-3'-yl)carbamate FC1(CCC(CC1)C1=NC=CC(=C1NC(OC(C)(C)C)=O)C=1C(=NC=C(C1)F)F)F